3-(6-chloro-3-((1-(7-chloro-3-(cyclopropylmethyl)-4-methyl-5-oxo-4,5-dihydro-3H-pyrazolo[3,4-c]isoquinolin-9-yl)ethyl)amino)pyridin-2-yl)-1,2,4-oxadiazol-5(4H)-one ClC1=CC=C(C(=N1)C1=NOC(N1)=O)NC(C)C=1C=2C3=C(N(C(C2C=C(C1)Cl)=O)C)N(N=C3)CC3CC3